N-[Trans-(7RS,9RS)-3-cyclopropyl-5-(2-methylpropylsulfamoyl)-9-[(4-pyridin-3-yl-1,2,4-triazol-3-yl)amino]-8,9-dihydro-7H-cyclopenta[h]isochinolin-7-yl]pyridin-3-carboxamid C1(CC1)C=1N=CC2=C3C(=CC(=C2C1)S(NCC(C)C)(=O)=O)[C@@H](C[C@H]3NC3=NN=CN3C=3C=NC=CC3)NC(=O)C=3C=NC=CC3 |r|